ClC=1C=CC=C2C=CC=C(C12)C1=C(C=2N=C(N=C(C2C=N1)N1C2CC(CC(C1)C2)O)OCC21CCCN1CCC2)F 6-(7-(8-chloronaphthalen-1-yl)-8-fluoro-2-((tetrahydro-1H-pyrrolizin-7a(5H)-yl)methoxy)pyrido[4,3-d]pyrimidin-4-yl)-6-azabicyclo[3.2.1]octan-3-ol